N-((1-Cyanopyrrolidin-3-yl)methyl)-4-methyl-3-oxo-3,4-dihydro-2H-benzo[b][1,4]oxazin-6-carboxamid C(#N)N1CC(CC1)CNC(=O)C1=CC2=C(OCC(N2C)=O)C=C1